[Cl-].[Mn+2].C(C)C1=C(C(=C(C(=C1)OC)O)C=N)C=N.[Cl-] ethyl-bisiminomethyl-guaiacol manganese chloride